(1,4-dithiepan-2,3-diyl)dimethyl mercaptan S1C(C(SCCC1)CS)CS